C(#N)[C@H]1[C@@H](COCC1)N1N=C(C(=C1)C(=O)N)NC=1C=CC2=C(C=CB(O2)O)C1 1-(trans-4-cyanotetrahydro-2H-pyran-3-yl)-3-((2-hydroxy-2H-benzo[e][1,2]oxaborinin-6-yl)amino)-1H-pyrazole-4-carboxamide